C(C)OC(C(C(C)O)(C)C)=O 3-hydroxy-2,2-dimethyl-butyric acid ethyl ester